4-(3-(Ethylsulfonamido)-2-methylphenoxy)-2-((2-fluoro-4-iodophenyl)amino)-1-methyl-5-fluoro-6-oxo-1,6-dihydropyridine-3-carboxamide C(C)S(=O)(=O)NC=1C(=C(OC=2C(=C(N(C(C2F)=O)C)NC2=C(C=C(C=C2)I)F)C(=O)N)C=CC1)C